C(CCCCCCC)C1=CC=C(OC(=O)O)C=C1 p-octyl-phenoxycarboxylic acid